(R)-(2-(5,7-dihydro-6H-pyrrolo[3,4-b]pyridin-6-yl)-8-methyl-3-(3-methyl-1,2,4-thiadiazol-5-yl)-5,6-dihydroimidazo[1,2-a]pyrazine-7(8H)-yl)(4-fluorophenyl)methanone N1=C2C(=CC=C1)CN(C2)C=2N=C1N(CCN([C@@H]1C)C(=O)C1=CC=C(C=C1)F)C2C2=NC(=NS2)C